2,6-dichloro-5-methylnicotinic acid ClC1=C(C(=O)O)C=C(C(=N1)Cl)C